O.C(=O)([O-])C(O)C(O)C(=O)[O-].[Sb+3].[K+].C(=O)([O-])C(O)C(O)C(=O)[O-] potassium antimony(III) tartrate hydrate